FC1(CCC(CC1)C1=NC=CC(=C1NC(=O)C=1C=NC(=NC1)OC(C)C)C1=C(C=CC(=C1)F)F)F N-(2-(4,4-difluorocyclohexyl)-4-(2,5-difluorophenyl)pyridin-3-yl)-2-isopropoxypyrimidine-5-carboxamide